BrC=1C=C(CN2C(=NC=3N(C(N(C(C23)=O)CCCO)=O)C)SC(C(=O)OCC)CC)C=CC1 ethyl 2-{[7-(3-bromobenzyl)-1-(3-hydroxypropyl)-3-methyl-2,6-dioxo-2,3,6,7-tetrahydro-1H-purin-8-yl]thio}butanoate